4-{6-[8-(2-hydroxyacetyl)-2,8-diazaspiro[4.5]decan-2-yl]pyridin-3-yl}-6-methyl-1-tosyl-1H-pyrrolo[2,3-c]pyridin-7(6H)-one OCC(=O)N1CCC2(CCN(C2)C2=CC=C(C=N2)C=2C3=C(C(N(C2)C)=O)N(C=C3)S(=O)(=O)C3=CC=C(C)C=C3)CC1